(S)-N-(5-(3,5-dimethylisoxazol-4-yl)-2-((4-hydroxycyclohexyl)amino)phenyl)-5-oxopyrrolidine-2-carboxamide CC1=NOC(=C1C=1C=CC(=C(C1)NC(=O)[C@H]1NC(CC1)=O)NC1CCC(CC1)O)C